(S)-3-((R)-4-fluoro-5-(4-((4-(2-hydroxypropan-2-yl)piperidin-1-yl)methyl)pyridin-2-yl)-3-methyl-1-oxoisoindolin-2-yl)piperidine-2,6-dione FC1=C2[C@H](N(C(C2=CC=C1C1=NC=CC(=C1)CN1CCC(CC1)C(C)(C)O)=O)[C@@H]1C(NC(CC1)=O)=O)C